C(C)(C)(C)OC(NC1CCC(CC1)C(N(C)C)=O)=O ((1S,4S)-4-(dimethylcarbamoyl)cyclohexyl)carbamic acid tert-butyl ester